tert-butyl-1'-(4-((2,6-dioxopiperidin-3-yl)amino)-2-fluorophenyl)-[4,4'-bipiperidine] C(C)(C)(C)N1CCC(CC1)C1CCN(CC1)C1=C(C=C(C=C1)NC1C(NC(CC1)=O)=O)F